BrC1=C(C(=CC(=C1)OC)Br)C 1,3-dibromo-5-methoxy-2-methylbenzene